FC1=CC=C(C=C1)C=1C=C2C(=NC=NC2=C(C1)OC1CN(CC1)C(=O)OC)NCC=1N=NC(=CC1)C Methyl 3-[6-(4-fluorophenyl)-4-[(6-methylpyridazin-3-yl)methylamino]quinazolin-8-yl]oxypyrrolidine-1-carboxylate